CC1COC=2C=CC=C3C(C=CN1C23)=O 3-methyl-2H-[1,4]oxazino[2,3,4-ij]quinolin-7(3H)-one